4-((3S)-1-(1-(benzo[d]thiazol-2-ylamino)-1-oxopropan-2-yl)-4,4-difluoropiperidin-3-yl)pyridine 1-oxide S1C(=NC2=C1C=CC=C2)NC(C(C)N2C[C@@H](C(CC2)(F)F)C2=CC=[N+](C=C2)[O-])=O